secbutylcyanoacrylate C(C)(CC)C=C(C(=O)[O-])C#N